Cl.N1C=C(C=C1)CC(=O)O pyrrol-3-ylacetic acid hydrochloride